isopropyl (S)-6-diazo-2-((R)-2-methoxy-3-oxobutanamido)-5-oxohexanoate [N+](=[N-])=CC(CC[C@@H](C(=O)OC(C)C)NC([C@@H](C(C)=O)OC)=O)=O